N'-[4-(trifluoromethyl)tetrahydropyran-4-yl]benzoyl-hydrazine FC(C1(CCOCC1)NNC(C1=CC=CC=C1)=O)(F)F